(R)-3-((4-chloro-6,7,8,9-tetrahydro-5H-cyclohepta[d]pyridazin-1-yl)amino)piperidine-1-carboxylic acid tert-butyl ester C(C)(C)(C)OC(=O)N1C[C@@H](CCC1)NC1=NN=C(C2=C1CCCCC2)Cl